FC=1C=C(CC2=CN=C(S2)NS(=O)(=O)CC(C)C)C=C(C1)F N-(5-(3,5-difluorobenzyl)thiazol-2-yl)-2-methylpropanesulfonamide